ClC1=CC=CC(=N1)N1N=C(C2=CC=CC=C12)I 1-(6-chloro-2-pyridinyl)-3-iodo-indazol